IC1=C(C=CC=C1)CC(=O)NNC1=NC=CC=C1 2-(2-iodophenyl)-N'-(pyridine-2-yl)acethydrazide